N-[6-chloro-4-(trifluoromethyl)-1-benzofuran-7-yl]-1,1-diphenylmethanimine ClC1=C(C2=C(C=CO2)C(=C1)C(F)(F)F)N=C(C1=CC=CC=C1)C1=CC=CC=C1